N-(2-(2-(4-(3-methoxybenzyloxy)phenoxy)ethoxy)ethyl)cyclopentylamine COC=1C=C(COC2=CC=C(OCCOCCNC3CCCC3)C=C2)C=CC1